C1(CCCC1)S(=O)(=O)C=1C=C(C=CC1)NC(C1=C(N=CC=C1)N1CCC2(CC2)CC1)=O N-(3-(cyclopentylsulfonyl)phenyl)-2-(6-azaspiro[2.5]octan-6-yl)nicotinamide